3-bromo-1-(4-methoxybenzyl)-6,7-dihydro-1H-pyrazolo[4,3-c]pyridin-4(5H)-one BrC1=NN(C2=C1C(NCC2)=O)CC2=CC=C(C=C2)OC